4-[[1-[2-(2,6-dioxo-3-piperidyl)-4-fluoro-1-oxo-isoindolin-5-yl]-4-piperidyl]oxy]cyclohexanecarbaldehyde O=C1NC(CCC1N1C(C2=CC=C(C(=C2C1)F)N1CCC(CC1)OC1CCC(CC1)C=O)=O)=O